6-((3H-imidazo[4,5-b]pyridin-3-yl)methyl)-4-methoxy-2-((6-methoxypyridin-3-yl)methyl)benzo[d]oxazole N1=CN(C2=NC=CC=C21)CC2=CC1=C(N=C(O1)CC=1C=NC(=CC1)OC)C(=C2)OC